(R)-3-[2-(2-chloro-4-cyclopropylmethoxybenzoyl)-1,2,3,4-tetrahydroisoquinolin-5-yl]-3-(7-methoxy-1-methyl-1H-benzo[d][1,2,3]triazol-5-yl)propionic acid ethyl ester C(C)OC(C[C@H](C1=CC2=C(N(N=N2)C)C(=C1)OC)C1=C2CCN(CC2=CC=C1)C(C1=C(C=C(C=C1)OCC1CC1)Cl)=O)=O